C(C)(C)(C)OC(=O)N1[C@H](CN(C[C@H]1C)C1=C2C=CN=NC2=C(C=C1)C(=O)O)C 5-[(3S,5R)-4-tert-butoxycarbonyl-3,5-dimethyl-piperazin-1-yl]cinnoline-8-carboxylic acid